4-(diethylamino)-2-methylbenzaldehyde C(C)N(C1=CC(=C(C=O)C=C1)C)CC